4-(methylsulfanyl)butan-1-amine CSCCCCN